SC1=CC=C(C=C1)C=1C=C(C=C(C1)C1=CC=C(C=C1)S)C1=CC=C(C=C1)S 5'-(4-mercaptophenyl)-[1,1':3',1''-terphenyl]-4,4''-dithiol